ethyl 2-(2-hydroxy-4-methylphenyl)acetate OC1=C(C=CC(=C1)C)CC(=O)OCC